indol-3-yl-pyrrolidine-2,5-dione N1C=C(C2=CC=CC=C12)N1C(CCC1=O)=O